NC1=CC=2C3=C(C(N(C2C=C1F)C1CC1)=O)OCC(C(N3)C3CC3)(F)F 10-amino-2,7-dicyclopropyl-3,3,9-trifluoro-2,4-dihydro-1H-[1,4]oxazepino[2,3-c]quinolin-6-one